[Br-].OC(C)C1=NC=CN1C=C 1-hydroxyethyl-3-vinyl-imidazole bromide salt